N-(2-thienyl)methyl-1,7-diisobutyl-1,2,3,6,7,7a-hexahydro-3aH-3,6-methanopyrrolo[3,2-b]pyridine-3a-carboxamide S1C(=CC=C1)CNC(=O)C12N=CC3C(C1N(CC2C3)CC(C)C)CC(C)C